CC=1C(=NC=CC1)C=1C(=NC=CC1)C(=O)N1[C@@H]2[C@@H](C[C@H](C1)C2)NC2=NC=C(C=C2)C(F)(F)F (3-methyl-[2,3'-bipyridine]-2'-yl)((1S,4S,6R)-6-((5-(trifluoromethyl)pyridin-2-yl)amino)-2-azabicyclo[2.2.1]hept-2-yl)methanone